1-(5-(2-amino-4-hydroxyquinazolin-6-yl)-1-methyl-1H-pyrazol-3-yl)-3-(4-((4-methylpiperazin-1-yl)methyl)-3-(trifluoromethyl)phenyl)urea NC1=NC2=CC=C(C=C2C(=N1)O)C1=CC(=NN1C)NC(=O)NC1=CC(=C(C=C1)CN1CCN(CC1)C)C(F)(F)F